5-(6-tert-butoxycarbonyl-tetrahydronaphthalene-2-yloxycarbonyl)-bicyclo-[2.2.1]hept-2-ene C(C)(C)(C)OC(=O)C=1C=C2CCC(CC2=CC1)OC(=O)C1C2C=CC(C1)C2